ClC1=CC2=C(N(C(NC2=O)=O)C=2C(=NOC2C(C)C)C)N=C1Cl 6,7-Dichloro-1-(5-isopropyl-3-methylisoxazol-4-yl)pyrido[2,3-d]pyrimidine-2,4(1H,3H)-dione